[4-(5-chlorooxazolo[4,5-b]pyridin-2-yl)piperazin-1-yl]-[4-[1-(2,2-dimethylpropyl)triazol-4-yl]-3-methoxy-phenyl]methanone ClC1=CC=C2C(=N1)N=C(O2)N2CCN(CC2)C(=O)C2=CC(=C(C=C2)C=2N=NN(C2)CC(C)(C)C)OC